N-(3-chloro-2-methylphenyl)-2-[(3-hydroxy-2,2-dimethylpropyl)amino]-6-({[2-(trifluoromethyl)phenyl]carbonyl}amino)-1H-benzimidazole-4-carboxamide ClC=1C(=C(C=CC1)NC(=O)C1=CC(=CC=2NC(=NC21)NCC(CO)(C)C)NC(=O)C2=C(C=CC=C2)C(F)(F)F)C